C(C1=CC=CC=C1)NC1=C(C(=O)NC2=CC=C(C=C2)C2(CCCC2)C#N)C=CC=N1 2-(benzylamino)-N-(4-(1-cyanocyclopentyl)phenyl)nicotinamide